4-Amino-N-isobutyl-8-(4-methoxy-3-pyridyl)-2-oxo-1H-quinoline-3-carboxamide NC1=C(C(NC2=C(C=CC=C12)C=1C=NC=CC1OC)=O)C(=O)NCC(C)C